C(CCC)OCCCNC1=CC=CC(=N1)S(=O)(=O)NC(=O)C=1C(=NC=CC1)N1C(CC(C1)C)(C)C N-[[6-(3-Butoxypropylamino)-2-pyridyl]sulfonyl]-2-(2,2,4-trimethylpyrrolidin-1-yl)pyridin-3-carboxamid